ETHYL 3-(1-METHYL-2-OXO-1,2-DIHYDRO-PYRIDIN-3-YL)-4-(TRIFLUOROMETHYL)ISOTHIAZOLE-5-CARBOXYLATE CN1C(C(=CC=C1)C1=NSC(=C1C(F)(F)F)C(=O)OCC)=O